2-(4-(2-(5-(8-methyl-[1,2,4]triazolo[1,5-a]pyridin-6-yl)-4-(2,2,2-trifluoroethyl)-1H-pyrazol-3-yl)thiazol-5-yl)piperidin-1-yl)-1-morpholinoethan-1-one CC=1C=2N(C=C(C1)C1=C(C(=NN1)C=1SC(=CN1)C1CCN(CC1)CC(=O)N1CCOCC1)CC(F)(F)F)N=CN2